N-(2-hydroxy-1-{3-[4-(trifluoromethyl)phenyl]-1,2,4-oxadiazol-5-yl}ethyl)-2-(1H-indol-3-yl)acetamide OCC(C1=NC(=NO1)C1=CC=C(C=C1)C(F)(F)F)NC(CC1=CNC2=CC=CC=C12)=O